1-(4-methoxyphenyl)cyclononane-1-ol COC1=CC=C(C=C1)C1(CCCCCCCC1)O